biotinamidocaproic acid N-(2-(5-Ethyl-2-methyl-7-oxo-3-(2-oxo-2-((4-(trifluoromethyl)phenyl)amino)ethyl)-3,7-dihydro-[1,2,4]triazolo[1,5-a]pyrimidin-6-yl)phenyl)acrylamide C(C)C=1N=C2N(C(C1C1=C(C=CC=C1)NC(C=C)=O)=O)N=C(N2CC(NC2=CC=C(C=C2)C(F)(F)F)=O)C.C(CCCC[C@@H]2SC[C@@H]1NC(=O)N[C@H]21)(=O)NC(C(=O)O)CCCC